ClC=1C=C2C=C(NC2=CC1OCC=1N=CSC1)CNC(C(F)F)=O N-((5-chloro-6-(thiazol-4-ylmethoxy)-1H-indol-2-yl)methyl)-2,2-difluoroacetamide